OC(COC1=CC=C(C=C1)C1=C(C=2CC3=CC=CC=C3C2C=C1)C1=CC=C(C=C1)OCC(CC)O)CC bis[4-(2-hydroxybutoxy)phenyl]fluorene